N-(6-butoxynaphthalen-2-yl)prop-2-enamide C(CCC)OC=1C=C2C=CC(=CC2=CC1)NC(C=C)=O